thiophene 1-oxide S1(C=CC=C1)=O